C(#N)C1=C(C=CC(=C1)F)SC=1C=2N(C=C(C1)C=1C=NN(C1C)C1CCN(CC1)CCO)N=CC2C#N 4-((2-cyano-4-fluorophenyl)thio)-6-(1-(1-(2-hydroxyethyl)piperidin-4-yl)-5-methyl-1H-pyrazol-4-yl)pyrazolo[1,5-a]pyridine-3-carbonitrile